NC1=NNC2=C(C=C(C=C12)C1=CC(=NC=C1)NC#N)C#CC(C)(C)C N-(4-(3-Amino-7-(3,3-dimethylbut-1-yn-1-yl)-1H-indazol-5-yl)pyridin-2-yl)cyanamide